4-[3,3-difluoro-1-[5-fluoro-4-(2-methoxyethoxy)pyrimidin-2-yl]-4-methyl-piperidine-4-carbonyl]-3,5-dihydro-2H-pyrido[3,4-f][1,4]oxazepine-9-carbonitrile FC1(CN(CCC1(C(=O)N1CCOC2=C(C1)C=NC=C2C#N)C)C2=NC=C(C(=N2)OCCOC)F)F